CC1=NC=CC(=C1)[C@@H](C1=CC=C(C(=O)N)C=C1)OC1=CC=C2C(CCOC2=C1)=O (R,S)-4-((2-Methylpyridin-4-yl)((4-oxochroman-7-yl)oxy)methyl)benzamide